2-(6-(((1S,4S,5S,6R)-6-fluoro-1,2,4-trimethyl-2-azabicyclo[2.2.1]heptan-5-yl)oxy)pyridazin-3-yl)-5-(1H-imidazol-1-yl)phenol F[C@H]1[C@H]([C@@]2(CN([C@]1(C2)C)C)C)OC2=CC=C(N=N2)C2=C(C=C(C=C2)N2C=NC=C2)O